2-(2-(2-(allyloxy)-4-nitrophenyloxy)ethoxy)ethan-1-ol C(C=C)OC1=C(C=CC(=C1)[N+](=O)[O-])OCCOCCO